5-(2,4-di(1,1-dimethylpropyl)-phenylthio)-2-(2'-hydroxy-3-tert-butyl-5-methylphenyl)-2H-benzotriazole CC(CC)(C)C1=C(C=CC(=C1)C(CC)(C)C)SC1=CC=2C(=NN(N2)C2=C(C(=CC(=C2)C)C(C)(C)C)O)C=C1